3-chloro-4-phenyl-1-((tetrahydro-2H-pyran-4-yl)methyl)-1H-pyrrole-2,5-dione ClC=1C(N(C(C1C1=CC=CC=C1)=O)CC1CCOCC1)=O